Cl.Cl.Cl.[Cl-] chloride Tris-HCl